(1S)-1-(tetrahydro-2H-pyran-4-yl)ethane-1,2-diol O1CCC(CC1)[C@@H](CO)O